(2-Fluoro-4-trifluoromethylphenyl)[2-(diethoxymethyl)phenyl]-methanol FC1=C(C=CC(=C1)C(F)(F)F)C(O)C1=C(C=CC=C1)C(OCC)OCC